C1(=CC=CC=C1)S(=O)(=O)CC(N)C1=CC=C(C=C1)C 2-(benzenesulfonyl)-1-(p-tolyl)ethan-1-amine